tert-butyl (1S,2S,5R)-6,6-dichloro-3-azabicyclo[3.1.0]hexane-2-carboxylate ClC1([C@H]2CN[C@@H]([C@@H]12)C(=O)OC(C)(C)C)Cl